BrC1=CC(=NC(=N1)N1C=NC=C1)C(=O)NC1CCC(CC1)OCCOC 6-bromo-2-(1H-imidazol-1-yl)-N-((1r,4r)-4-(2-methoxyethoxy)cyclohexyl)pyrimidine-4-carboxamide